N-(5-((6-((R)-3-(3,5-difluorophenyl)isoxazolidine-2-yl)pyrimidine-4-yl)amino)-2-((R)-3,4-dimethylpiperazine-1-yl)-4-methoxyphenyl)acrylamide FC=1C=C(C=C(C1)F)[C@@H]1N(OCC1)C1=CC(=NC=N1)NC=1C(=CC(=C(C1)NC(C=C)=O)N1C[C@H](N(CC1)C)C)OC